CC(C)(C)N1N=CC(=C1)C=1NC=2N(C(C1C(C)C)=O)N=CC2C#N 5-[1-(1,1-Dimethylethyl)-1H-pyrazol-4-yl]-4,7-dihydro-6-(1-methylethyl)-7-oxopyrazolo[1,5-a]pyrimidin-3-carbonitril